5a-androstenedione C[C@@]12C(C=C[C@H]1[C@@H]1CC[C@H]3CC(CC[C@]3(C)[C@H]1CC2)=O)=O